ClC=1N=C(C2=C(N1)NC=C2N2CC(C2)(O)C)Cl (2,4-dichloro-7H-pyrrolo[2,3-d]pyrimidin-5-yl)-3-methylazetidin-3-ol